2-furan-carboxylic acid O1C(=CC=C1)C(=O)O